4-((4-Bromo-6-methoxyquinolin-8-yl)methyl)morpholine BrC1=CC=NC2=C(C=C(C=C12)OC)CN1CCOCC1